FC=1C=CC=C2C(=CC(=NC12)C=1OC(=CC1)C)C(=O)NCC1=CC=C(C=C1)C 8-fluoro-N-(4-methylbenzyl)-2-(5-methylfuran-2-yl)quinoline-4-carboxamide